3-(dimethylamino)-1-[3-(3-(4-isopropylpiperazin-1-yl)propoxy)phenyl]propan-1-ol CN(CCC(O)C1=CC(=CC=C1)OCCCN1CCN(CC1)C(C)C)C